8-methyl-N-vanillyl-nonanamide CC(CCCCCCC(=O)NCC1=CC(OC)=C(O)C=C1)C